(E)-1-(3-methoxyphenyl)-3-phenylpropan-2-en-1-one COC=1C=C(C=CC1)C(\C=C\C1=CC=CC=C1)=O